5,7-difluoro-3,4-dihydronaphthalene-2(1H)-one FC1=C2CCC(CC2=CC(=C1)F)=O